OCCC(C(O)=S)CCC[C@@H]1SC[C@@H]2NC(=S)N[C@H]12 2-hydroxyethyl-dithio-Biotin